rac-5-[[2-[(2S,5R)-2-(3-Fluoro-4-hydroxy-phenyl)-5-methyl-1-piperidyl]-2-oxo-acetyl]amino]pyridine-3-carboxamide FC=1C=C(C=CC1O)[C@H]1N(C[C@@H](CC1)C)C(C(=O)NC=1C=C(C=NC1)C(=O)N)=O |r|